C(C)OC=1C=C2C(=NC(=NC2=CC1)O)O 6-ethoxyquinazoline-2,4-diol